6-chloro-1-(2,6-diethylphenyl)-7-(3-ethyl-1-pyrrolidinyl)-4-((2S)-2-methyl-4-(2-propenoyl)-1-piperazinyl)pyrido[2,3-d]pyrimidin-2(1H)-one ClC1=CC2=C(N(C(N=C2N2[C@H](CN(CC2)C(C=C)=O)C)=O)C2=C(C=CC=C2CC)CC)N=C1N1CC(CC1)CC